(1S,2R)-Benzyl 2-((S)-1-((2-oxopyrrolidin-1-yl)methyl)-8-(((S)-1-(thiazole-5-carbonyl)pyrrolidin-3-yl)oxy)-1,2,3,4-tetrahydroisoquinoline-2-carbonyl)cyclohexanecarboxylate O=C1N(CCC1)C[C@H]1N(CCC2=CC=CC(=C12)O[C@@H]1CN(CC1)C(=O)C1=CN=CS1)C(=O)[C@H]1[C@H](CCCC1)C(=O)OCC1=CC=CC=C1